N-methyl-3-(1-methylimidazol-4-yl)-4-(3,4,5-trichloroanilino)benzenesulfonamide CNS(=O)(=O)C1=CC(=C(C=C1)NC1=CC(=C(C(=C1)Cl)Cl)Cl)C=1N=CN(C1)C